4-chloro-5,6-dihydro-7H-pyrrolo[2,3-d]Pyrimidine-7-carboxylic acid tert-butyl ester C(C)(C)(C)OC(=O)N1CCC2=C1N=CN=C2Cl